FC1=C(C(=CC(=C1)F)OC)C1=NC=CC(=N1)NC1=NC=C(C(=C1)N1C[C@H](CCC1)O)C=1C=NN(C1)C(F)(F)F (S)-1-(2-((2-(2,4-difluoro-6-methoxyphenyl)pyrimidin-4-yl)amino)-5-(1-(trifluoromethyl)-1H-pyrazol-4-yl)pyridin-4-yl)piperidin-3-ol